C1(CC1)C1=CC(=CC(=N1)N1C=NC2=C(C1=O)NC(=C2)CN(C)C[C@H](C)OC)C2=C(C=C(C=C2)F)C(=O)N2CC(C2)(F)F 3-[6-cyclopropyl-4-[2-(3,3-difluoroazetidine-1-carbonyl)-4-fluorophenyl]pyridin-2-yl]-6-[[[(2S)-2-methoxypropyl]-methylamino]methyl]-5H-pyrrolo[3,2-d]pyrimidin-4-one